3-(Quinoxalin-2-yl)-3-(5-(2-(5,6,7,8-tetrahydro-1,8-naphthyridin-2-yl)eth-oxy)-1H-indazol-1-yl)propanoic acid N1=C(C=NC2=CC=CC=C12)C(CC(=O)O)N1N=CC2=CC(=CC=C12)OCCC1=NC=2NCCCC2C=C1